S1(CC=C1)(=O)=O 2H-thiete 1,1-dioxide